(3R,11S)-3,11-dimethyl-10,13-dioxa-6-fluoro-2,17,18,21-tetraazatetracyclo[13.5.2.04,9.018,22]Docosane-1(20),4,6,8,15(22),16-hexaene-14,19-dione C[C@H]1NC2=CC(N3N=CC(C(OC[C@@H](OC4=CC=C(C=C14)F)C)=O)=C3N2)=O